3-fluoromethyl-4,4'-biphenol FCC=1C=C(C=CC1C1=CC=C(C=C1)O)O